C(N)(OC1=NC(=CC=C1)COCCC1=CC(=C(C=C1)SC)[N+](=O)[O-])=O 6-((4-(methylthio)-3-nitrophenethoxy)methyl)pyridin-2-yl carbamate